ClC1=CC(=C(C=C1)[C@]1(CC=CC=C1)C)F (S)-2-(4-chloro-2-fluorophenyl)-2-methylbenzene